C(C=1C(C(=O)OCCCCCC(C)C)=CC=CC1)(=O)OCCCCCC(C)C di-i-octyl phthalate